FC1(CCC2=C1N=C(N=C2C=2C=C1C(C[C@H](C1=CC2)NS(=O)(=O)C)(F)F)N2[C@H]([C@@H](C2)O)C)F N-((R)-5-(7,7-difluoro-2-((2S,3R)-3-hydroxy-2-methylazetidin-1-yl)-6,7-dihydro-5H-cyclopenta[d]pyrimidin-4-yl)-3,3-difluoro-2,3-dihydro-1H-inden-1-yl)methanesulfonamide